[Cu+2].C(C)(=O)C(C(=O)OCC)C(C1=CC(=CC=C1)C(=O)OC)=O ethyl alpha-acetyl-3-(methoxycarbonyl)benzoylacetate copper(II)